2-butenylallyldipropylammonium hydroxide [OH-].C(=CCC)C(C[NH+](CCC)CCC)=C